N[C@@H]1CN(CCC1)C1=NC=C(C2=CC(=C(C=C12)OC)C(=O)N)Br (S)-1-(3-aminopiperidin-1-yl)-4-bromo-7-methoxyisoquinoline-6-carboxamide